BrC1=C(C=CC=C1C)C 2-bromo-1,3-dimethyl-benzene